ClC1=C(C=CC=C1)C1N(CCNC1)C(=O)C1=C(C=C(C=C1)NC(=O)C1CC1)N1CCCC1 N-[4-[2-(2-chlorophenyl)piperazine-1-carbonyl]-3-pyrrolidin-1-ylphenyl]cyclopropanecarboxamide